N-Phenethyl-4-(pyrrolidin-1-yl)pyrimidin-2-amine C(CC1=CC=CC=C1)NC1=NC=CC(=N1)N1CCCC1